propoxysilicon C(CC)O[Si]